(2S,4R)-1-(1-acetyl-3-methylazetidine-3-carbonyl)-4-fluoro-N-[(S)-phenyl[4-(propan-2-yl)phenyl]methyl]pyrrolidine-2-carboxamide C(C)(=O)N1CC(C1)(C(=O)N1[C@@H](C[C@H](C1)F)C(=O)N[C@H](C1=CC=C(C=C1)C(C)C)C1=CC=CC=C1)C